(-)-3-(4'-acetamidophenyl)-2-methoxypropionic acid C(C)(=O)NC1=CC=C(C=C1)CC(C(=O)O)OC